[NH4+].C1(=CC=CC2=CC=CC=C12)C1=CC=CC2=CC=CC=C12 binaphthyl ammonium salt